6-Methoxydibenzo[b,d]furan-1-amine COC1=CC=CC=2C3=C(OC21)C=CC=C3N